ClC1=CC=C2C(COC3(CCN(CC3)C(=O)OC(C)(C)C)C2=C1)O tert-butyl 7-chloro-4-hydroxy-spiro[isochromane-1,4'-piperidine]-1'-carboxylate